(4-((3S,4R)-4-((1H-indazol-5-yl)oxy)-3-fluoropiperidin-1-yl)-6-chloro-5-methylpyrimidin-2-yl)methanol N1N=CC2=CC(=CC=C12)O[C@H]1[C@H](CN(CC1)C1=NC(=NC(=C1C)Cl)CO)F